NN1CCC(CC1)N1CC2(C1)CCN(CC2)C(=O)OC(C)(C)C tert-butyl 2-(1-aminopiperidin-4-yl)-2,7-diazaspiro[3.5]nonane-7-carboxylate